FC1=CC=C(CSC=2N(C(C3=C(N2)CCC3)=O)CC(=O)OC(C)(C)C)C=C1 tert-butyl 2-(2-((4-fluorobenzyl)thio)-4-oxo-4,5,6,7-tetrahydro-3H-cyclopenta[d]pyrimidin-3-yl)-acetate